2-(3-((5-((2-(2,6-dioxopiperidin-3-yl)-1,3-dioxoisoindolin-4-yl)amino)pentyl)oxy)phenyl)-N-(5-methyl-4-(1-(3-methylisonicotinoyl)indolin-5-yl)thiazol-2-yl)acetamide O=C1NC(CCC1N1C(C2=CC=CC(=C2C1=O)NCCCCCOC=1C=C(C=CC1)CC(=O)NC=1SC(=C(N1)C=1C=C2CCN(C2=CC1)C(C1=C(C=NC=C1)C)=O)C)=O)=O